(2S,3R)-butane-1,2,3,4-tetraol C([C@@H]([C@@H](CO)O)O)O